BrC=1C=NN(C1F)C(C)(C)C 4-bromo-1-(tert-butyl)-5-fluoro-1H-pyrazole